C(C)(C)(C)OC(=O)N1CC=2N=C(N=C(C2C1)Cl)Cl 2,4-dichloro-5,7-dihydro-6H-pyrrolo[3,4-d]Pyrimidine-6-carboxylic acid tert-butyl ester